CC=1NC(=C(C1C(=O)OCC)C)C(=O)[O-] ethyl 2,4-dimethylpyrrole-3,5-dicarboxylate